1-(3-((3-(1H-pyrazol-4-yl)-1H-indazol-6-yl)amino)phenyl)-3-(3-(tert-butyl)-1-isopropyl-1H-pyrazol-5-yl)urea N1N=CC(=C1)C1=NNC2=CC(=CC=C12)NC=1C=C(C=CC1)NC(=O)NC1=CC(=NN1C(C)C)C(C)(C)C